C[C@]12CCC3C(C1CC[C@@H]2NCCCCCCN4C(=O)C=CC4=O)CCC5=C3C=CC(=C5)OC 1-[6-((17β-3-methoxyestra-1,3,5(10)-trien-17-yl)amino)hexyl]-1H-pyrrole-2,5-dione